N-(2-fluoro-4-(1-methylazetidin-3-yl)phenyl)-2-(4-(4-fluorophenyl)-1-isopropyl-1H-imidazol-5-yl)oxazole-4-carboxamide FC1=C(C=CC(=C1)C1CN(C1)C)NC(=O)C=1N=C(OC1)C1=C(N=CN1C(C)C)C1=CC=C(C=C1)F